(S)-N-((S)-4-cyano-2,3-dihydro-1H-inden-1-yl)-2-methylpropan-2-sulfinamide C(#N)C1=C2CC[C@@H](C2=CC=C1)N[S@@](=O)C(C)(C)C